CN1C(=NC2=C(C=C(C=C2C1=O)C)C(C)NC1=C(C(=CC=C1)C)S(=O)(=O)C)N1CCOCC1 3,6-dimethyl-8-[1-(3-methyl-2-methylsulfonyl-anilino)ethyl]-2-morpholino-quinazolin-4-one